2-(2-(cyclopropanesulfonylamino)thiazol-4-yl)-N-(2'-methoxy-[1,1'-biphenyl]-4-yl)acetamide C1(CC1)S(=O)(=O)NC=1SC=C(N1)CC(=O)NC1=CC=C(C=C1)C1=C(C=CC=C1)OC